N-(2-bromo-4-(perfluoropropan-2-yl)-6-(trifluoromethyl)phenyl)-2-fluoro-3-(3-oxoisoxazolo[5,4-b]pyridin-2(3H)-yl)benzamide BrC1=C(C(=CC(=C1)C(C(F)(F)F)(C(F)(F)F)F)C(F)(F)F)NC(C1=C(C(=CC=C1)N1OC2=NC=CC=C2C1=O)F)=O